(1R,3R,4R)-2-(7-chloro-1H-indole-2-carbonyl)-5,5-difluoro-N-((S,Z)-4-fluoro-4-(methylsulfonyl)-1-((S)-2-oxopyrrolidin-3-yl)but-3-en-2-yl)-2-azabicyclo[2.2.2]octane-3-carboxamide ClC=1C=CC=C2C=C(NC12)C(=O)N1[C@H]2CC([C@@H]([C@@H]1C(=O)N[C@@H](C[C@H]1C(NCC1)=O)\C=C(/S(=O)(=O)C)\F)CC2)(F)F